FC1=C(C=CC=C1)C1=CC(=CN1S(=O)(=O)C1=CC=C(C=C1)F)CNC([2H])([2H])[2H] N-((5-(2-fluorophenyl)-1-((4-fluorophenyl)sulfonyl)-1H-pyrrol-3-yl)methyl)methane-d3-amine